NC1=C(C=C(C=N1)C1=CC=NC=C1)C1=CC=C(C(=O)N(C)C)C=C1 4-(6-amino-[3,4'-bipyridyl]-5-yl)-N,N-dimethylbenzamide